(S)-3-((2,4,5-trifluorobenzyl)oxy)-8,9,9a,10-tetrahydropyrimido[6',1':2,3]imidazo[1,5-c][1,3]oxazin-1(6H)-one FC1=C(COC2=NC(N3C(N4COCC[C@H]4C3)=C2)=O)C=C(C(=C1)F)F